CCCCCCCCCCBr bromodecane